FC1=CC(=C(C=C1)S(=O)(=O)C1=CC=C(C=C1)F)C 4-Fluoro-1-(4-fluorophenyl)sulfonyl-2-methyl-benzene